NC=1C(=C(C=C2C=C(N=CC12)NC(O[C@@H]1[C@@H](CN(CC1)[C@@H]1COCC1)F)=O)C1=C(C2=C(OCCN2)N=C1)C)F (3R,4S)-3-fluoro-1-((S)-tetrahydrofuran-3-yl)piperidin-4-yl (8-amino-7-fluoro-6-(8-methyl-2,3-dihydro-1H-pyrido[2,3-b][1,4]oxazin-7-yl)isoquinolin-3-yl)carbamate